C(C1=CC=CC=C1)NS(=O)(=O)C=1C=C(C=CC1)C=1N=C2C(=CC=NC2=CC1)N1C(CNCC1)=O {6-[m-(benzylaminosulfonyl)phenyl]-1,5-diaza-4-naphthyl}-2-piperazinone